C(#N)[C@H]1N(CSC1)C(CNC(=O)C1=CC=NC2=CC=C(C=C12)C1(CC1)C1=NOC(=C1)C)=O (R)-N-(2-(4-Cyanothiazolidin-3-yl)-2-oxoethyl)-6-(1-(5-methylisoxazol-3-yl)-cyclopropyl)quinoline-4-carboxamide